C[Si](OCCCC)(C(C)C)C di(methyl)isopropyl-(n-butoxy)silane